C(C)OP(=O)(OCC)C1(CCC=[N+]1[O-])C 5-(diethoxyphosphoryl)-5-Methyl-1-pyrroline-N-oxide